2,2,3,3-Tetrafluoropropyl 2-((1-oxo-3,4-dihydro-2,7-naphthyridin-2(1H)-yl)methyl)benzofuran-7-carboxylate O=C1N(CCC2=CC=NC=C12)CC=1OC2=C(C1)C=CC=C2C(=O)OCC(C(F)F)(F)F